(S)-N-(4-((4-(3,5-dichlorophenyl)-3-methylpiperazin-1-yl)sulfonyl)phenyl)-2-(N-methylmethylsulfonamido)benzamide ClC=1C=C(C=C(C1)Cl)N1[C@H](CN(CC1)S(=O)(=O)C1=CC=C(C=C1)NC(C1=C(C=CC=C1)N(S(=O)(=O)C)C)=O)C